ethyl 5-((6-((tert-butoxycarbonyl) amino) pyrimidin-4-yl) amino)-3-chloro-1-isobutyl-6-oxo-1,6-dihydropyridine-2-carboxylate C(C)(C)(C)OC(=O)NC1=CC(=NC=N1)NC1=CC(=C(N(C1=O)CC(C)C)C(=O)OCC)Cl